BrC1C(NC2=C(CC1)C=CC=C2)=O 3-bromo-2,3,4,5-tetrahydro-1H-[1]-benzoazepin-2-one